Ethyl 6,7-dichloro-1-(5-ethoxy-5-oxo-pentyl)-3-(1-tetrahydropyran-2-ylpyrazol-4-yl)indole-2-carboxylate ClC1=CC=C2C(=C(N(C2=C1Cl)CCCCC(=O)OCC)C(=O)OCC)C=1C=NN(C1)C1OCCCC1